3-methacryloxypropyl-methoxysilane C(C(=C)C)(=O)OCCC[SiH2]OC